FC(C1(C(=CC(C=C1)(N)N)C(F)(F)F)C1=CC=CC=C1)(F)F 1,2-bis(trifluoromethyl)-4,4-diaminobiphenyl